(R)-4-((8-isopropyl-2-((1-(pyridin-4-yl)ethyl)amino)pyrazolo[1,5-a][1,3,5]triazin-4-yl)amino)piperidine-1-carboxylic acid (3-fluoroazetidin-3-yl)methyl ester FC1(CNC1)COC(=O)N1CCC(CC1)NC1=NC(=NC=2N1N=CC2C(C)C)N[C@H](C)C2=CC=NC=C2